C(#N)C(C(=O)NC(OCC)=O)=NNC1=CC(=C(C(=C1)Cl)OC=1C=CC(N2C(CCC12)C)=O)Cl ethyl (2-cyano-2-(2-(3,5-dichloro-4-((3-methyl-5-oxo-1,2,3,5-tetrahydroindolizin-8-yl)oxy)phenyl)hydrazineylidene)acetyl)carbamate